5-amino-2H-isoindole-1,3-dione NC=1C=C2C(NC(C2=CC1)=O)=O